decylene isocyanate C(CCCCCCCCCN=C=O)N=C=O